N-[(S)-(4,4-Difluorocyclohexyl){7-[4,4-difluoro-1-(2,2,2-trifluoroethylcarbamoyl)-cyclohexyl]imidazo[1,2-b]pyridazin-2-yl}methyl]-4-methyl-1,2,5-oxadiazole-3-carboxamide FC1(CCC(CC1)[C@H](NC(=O)C1=NON=C1C)C=1N=C2N(N=CC(=C2)C2(CCC(CC2)(F)F)C(NCC(F)(F)F)=O)C1)F